O=C1NC(CCC1N1C(C2=CC=CC(=C2C1=O)NCC=1C=NN(C1)C1CCN(CC1)C(C1=CC(=CC=C1)C#CC1=CC=CC=C1)=O)=O)=O 2-(2,6-dioxopiperidin-3-yl)-4-(((1-(1-(3-(phenylethynyl)benzoyl)piperidin-4-yl)-1H-pyrazol-4-yl)methyl)amino)isoindoline-1,3-dione